benzo(1,2-b:4,5-b')dithiophene S1C=2C(C=C1)=CC=1SC=CC1C2